C(C)SC=1C=2N(C=CC1)C(=NC2)C(C)(C)NC(=O)[C@@H]2[C@@H]1CNC[C@]21C(=O)OC(C)(C)C tert-Butyl (1R,5S,6R)-6-((2-(8-(ethylthio)imidazo[1,5-a]pyridin-3-yl)prop-2-yl)carbamoyl)-3-azabicyclo[3.1.0]hexane-carboxylate